N-(5-Chloro-6-(4-(hydroxymethyl)-2H-1,2,3-triazol-2-yl)pyridin-3-yl)-1-(chinolin-5-yl)-5-(trifluoromethyl)-1H-pyrazol-4-carboxamid ClC=1C=C(C=NC1N1N=CC(=N1)CO)NC(=O)C=1C=NN(C1C(F)(F)F)C1=C2C=CC=NC2=CC=C1